CC1=NC=CC=C1N1C(NC2=C1C=CC=C2)=O 1-(2-methylpyridin-3-yl)-1H-benzo[d]imidazol-2(3H)-one